NCC=1C=NC(=NC1)C1=C(C=C(C#N)C=C1)OC=1N(N=C(C1)N(C)CC(F)F)C 4-[5-(aminomethyl)pyrimidin-2-yl]-3-[5-[2,2-difluoroethyl(methyl)amino]-2-methylpyrazol-3-yl]oxybenzonitrile